C(C)C1=CC=C(C=C1)CCCCC1=CC=C2CCC(NC2=C1)=O 7-(4-(4-ethylphenyl)butyl)-3,4-dihydroquinolin-2(1H)-one